(1s,3s)-3-(3-((1-(4-chlorophenyl)-2-oxo-2-(6-(trifluoromethoxy)indolin-1-yl)ethyl)amino)-5-methoxyphenoxy)cyclobutene-carboxylic acid ClC1=CC=C(C=C1)[C@@H](C(N1CCC2=CC=C(C=C12)OC(F)(F)F)=O)NC=1C=C(O[C@@H]2C=C(C2)C(=O)O)C=C(C1)OC